(1H-pyrazol-4-yl)-N-(1-(pyridin-3-ylsulfonyl)piperidin-4-yl)quinoline-3-carboxamide N1N=CC(=C1)C1=NC2=CC=CC=C2C=C1C(=O)NC1CCN(CC1)S(=O)(=O)C=1C=NC=CC1